C(C1=CC=CC=C1)N1CCN(CCCN(CCC1)CC1=C(C(=CC(=C1)C)CN)O)CC1=C(C(=CC(=C1)C)CN)O 2,2'-[(4-benzyl-1,4,8-triazacycloundecane-1,8-diyl)bis(methylene)]bis[6-(aminomethyl)-4-methylphenol]